[Ca].C(C)(=O)ON(CCN(OC(C)=O)OC(C)=O)OC(C)=O.[Ca].[Na].[Na] disodium calcium ethylenediamine tetraacetate, calcium salt